C(CCCCCCCCCCCCCCC)(=O)OC[C@@H]1[C@@H]([C@@H]([C@H]([C@@H](O1)O[C@@H]1CC2=CC[C@H]3[C@@H]4CC[C@H]([C@@H](CCCC(C)C)C)[C@]4(CC[C@@H]3[C@]2(CC1)C)C)O)O)O 3-O-(6'-O-hexadecanoyl-beta-D-galactopyranosyl)-cholest-5-en-3beta-ol